C(C)OC(=O)C1=CN(C2=NC(=C(C=C2C1=O)F)Cl)C1=C(C=C(C=C1C)F)C 7-chloro-6-fluoro-1-(4-fluoro-2,6-dimethylphenyl)-4-oxo-1,4-dihydro-1,8-naphthyridine-3-carboxylic acid ethyl ester